[2-(aminomethyl)-3,3-difluoro-allyl]-4-[4-(1,3-benzodioxol-5-yl)-2-pyridinyl]-1,2,4-triazol-3-one trifluoroacetate salt FC(C(=O)O)(F)F.NCC(CC=1N(C(NN1)=O)C1=NC=CC(=C1)C1=CC2=C(OCO2)C=C1)=C(F)F